2,6-difluoro-4-nitrophenyl-acetic acid FC1=C(C(=CC(=C1)[N+](=O)[O-])F)CC(=O)O